O=C(CC(=N)N)N1CCCC1 3-oxo-3-(1-pyrrolidinyl)propioamidine